N-(3-chloro-5-(3-(4-(trifluoromethyl)phenyl)-1H-indazol-1-yl)phenyl)acrylamide ClC=1C=C(C=C(C1)N1N=C(C2=CC=CC=C12)C1=CC=C(C=C1)C(F)(F)F)NC(C=C)=O